ClC1=NC=CC=C1C(=O)NS(=O)(=O)C=1C(=NN(C1)C)C 2-chloro-N-(1,3-dimethylpyrazol-4-yl)sulfonyl-pyridine-3-carboxamide